2-(1-((6-(5-((6-isopropylpyrazin-2-yl)amino)-1-methyl-1H-pyrazol-4-yl)-2-methylpyridin-3-yl)ethynyl)cyclopropyl)acetic acid C(C)(C)C1=CN=CC(=N1)NC1=C(C=NN1C)C1=CC=C(C(=N1)C)C#CC1(CC1)CC(=O)O